6-(4-(1-(4-chloro-3-fluorophenyl)-3,3-dimethyl-2,3-dihydro-1H-pyrrolo[3,2-b]pyridine-5-carbonyl)-3,3-dimethylpiperazin-1-yl)-3-methylpyridinecarboxylic acid ClC1=C(C=C(C=C1)N1CC(C2=NC(=CC=C21)C(=O)N2C(CN(CC2)C2=CC=C(C(=N2)C(=O)O)C)(C)C)(C)C)F